(4-bromo-3-methyl-1H-pyrazol-1-yl)butan-2-ol BrC=1C(=NN(C1)CC(CC)O)C